FC=1C=C2C(C(NC2=CC1)=O)=CC1=C(C(=C(N1)C)NC(C)=O)C N-(5-((5-fluoro-2-oxoindol-3-ylidene)methyl)-2,4-dimethyl-1H-pyrrol-3-yl)acetamide